acryloyloxyethyltrimethyl-benzene C(C=C)(=O)OCCC1=C(C(=C(C=C1)C)C)C